C1(CCCCC1)[C@@H](C(=O)NC1=CC=C(C=C1)C=1C(=NNC1C)C)NC(=O)C=1N(N=CC1)C1CC1 N-[(1S)-1-cyclohexyl-2-[4-(3,5-dimethyl-1H-pyrazol-4-yl)anilino]-2-oxo-ethyl]-2-cyclopropyl-pyrazole-3-carboxamide